E-Anethole C1(=CC=C(\C=C\C)C=C1)OC